4-(2-(((1r,4r)-4-(5-amino-6-methoxy-2H-indazol-2-yl)cyclohexyl)methoxy)ethyl)piperidine NC1=CC2=CN(N=C2C=C1OC)C1CCC(CC1)COCCC1CCNCC1